4-{2-[(3aR,9bR)-7-[(2-chloro-4,5-difluorophenyl)methoxy]-9b-(4-fluorobenzenesulfonyl)-1H,2H,3H,3aH,4H,5H,9bH-benzo[e]indol-3-yl]-2-oxoethyl}-1λ6-thiomorpholine-1,1-dione ClC1=C(C=C(C(=C1)F)F)COC1=CC2=C([C@@]3(CCN([C@@H]3CC2)C(CN2CCS(CC2)(=O)=O)=O)S(=O)(=O)C2=CC=C(C=C2)F)C=C1